[Si](C)(C)(C(C)(C)C)OC[C@H](C)N1N=C(C(=C1CN(C[C@@H](C)O)C)I)OCC (2R)-1-[[2-[(1S)-2-[tert-butyl(dimethyl)silyl]oxy-1-methyl-ethyl]-5-ethoxy-4-iodo-pyrazol-3-yl]methyl-methyl-amino]propan-2-ol